OC1=CC=C(C(=O)NCC2CCN(CC2)CC(NC2=CC=CC=C2)=O)C=C1 4-hydroxy-N-((1-(2-oxo-2-(phenylamino)ethyl)piperidin-4-yl)methyl)benzamide